NC1=C2C(=NC=N1)N(N=C2C=2C(=C1CCN(C1=CC2)C(=O)OC(C)(C)C)Cl)C(C)C TERT-BUTYL 5-(4-AMINO-1-ISOPROPYL-1H-PYRAZOLO[3,4-D]PYRIMIDIN-3-YL)-4-CHLOROINDOLINE-1-CARBOXYLATE